N-(4-(2-(4-fluorophenyl)-4,5,6,7-tetrahydropyrazolo[1,5-a]pyrazin-3-yl)pyridin-2-yl)pivalamide FC1=CC=C(C=C1)C1=NN2C(CNCC2)=C1C1=CC(=NC=C1)NC(C(C)(C)C)=O